N-(2-fluoro-5-chlorophenyl)prop-2-ynamide FC1=C(C=C(C=C1)Cl)NC(C#C)=O